FC(C1=CC=C(C=C1)C1=CC=C2C(=N1)SC(=N2)N)(F)F 5-(4-(trifluoromethyl)phenyl)thiazolo[5,4-b]pyridin-2-amine